C(C)S(=O)(=O)C1=CC=C(C=C1)CC(=O)NC1=CC=C(C=C1)CNCCC 2-(4-(ethylsulfonyl)phenyl)-N-(4-((propylamino)methyl)phenyl)acetamide